2-(2-((2S,3S)-3-(2-(tosyloxy)ethoxy)butan-2-yloxy)ethoxy)acetic acid S(=O)(=O)(C1=CC=C(C)C=C1)OCCO[C@H]([C@H](C)OCCOCC(=O)O)C